CN(S(=O)(=O)C1=C(C(=O)NCC(=O)NC=2SC=C(N2)C2=C(C=CC=C2)C)C=CC=C1)C (dimethylsulfamoyl)-N-[2-[[4-(o-tolyl)thiazol-2-yl]amino]-2-oxo-ethyl]benzamide